3-{4-[(3-methoxy-2-methylphenyl)sulfamoyl]phenyl}-1-(pyridin-3-ylmethyl)urea COC=1C(=C(C=CC1)NS(=O)(=O)C1=CC=C(C=C1)NC(NCC=1C=NC=CC1)=O)C